FC1=C(N=C2N(C1=O)CC[C@H](N2CC2=NOC=C2)C(F)(F)F)N2[C@@H](COCC2)C (S)-3-Fluoro-9-isoxazol-3-ylmethyl-2-((R)-3-methyl-morpholin-4-yl)-8-trifluoromethyl-6,7,8,9-tetrahydro-pyrimido[1,2-a]-pyrimidin-4-one